4-[2-(4-butylphenyl)ethynyl]-2,5-difluoro-aniline C(CCC)C1=CC=C(C=C1)C#CC1=CC(=C(N)C=C1F)F